(4-methyl-1,4-diazepan-1-yl)(3-(2-((2-(piperidin-1-yl)quinazolin-4-yl)amino)ethoxy)phenyl)methanone CN1CCN(CCC1)C(=O)C1=CC(=CC=C1)OCCNC1=NC(=NC2=CC=CC=C12)N1CCCCC1